FC1=CC=C2C=C(C=NC2=C1F)C=1SC(CC(N1)CC=1C=NC=CC1)(C)C 2-(7,8-difluoro-3-quinolinyl)-6,6-dimethyl-4-(3-pyridylmethyl)-4,5-dihydro-1,3-thiazine